(R)-8-bromo-4-((6-fluoro-2-pyridinyl)methyl)-1,3-dimethyl-3,4-dihydro-1H-benzo[e][1,4]diazepine BrC=1C=CC2=C(N(C[C@H](N(C2)CC2=NC(=CC=C2)F)C)C)C1